COCCCCCN 5-methoxypentanamine